2-Chloro-N1-(4-Chloro-3-(Pyridin-2-Yl)Phenyl)-N4-(4,5-Dihydrooxazol-2-Yl)Terephthalamide ClC1=C(C(=O)NC2=CC(=C(C=C2)Cl)C2=NC=CC=C2)C=CC(=C1)C(=O)NC=1OCCN1